(2R,5R)-4-acryloyl-1-(9-chloro-10-(2,4-difluorophenyl)-5-oxo-2,3-dihydro-5H-[1,4]thiazino[2,3,4-ij]quinazolin-7-yl)-5-methylpiperazine-2-carbonitrile C(C=C)(=O)N1C[C@@H](N(C[C@H]1C)C1=NC(N2C3=C(C(=C(C=C13)Cl)C1=C(C=C(C=C1)F)F)SCC2)=O)C#N